(S)-6-chloro-8-(5-fluoropyridin-3-yl)-3-(1-hydroxypropan-2-yl)pyrido[3,4-d]pyrimidin-4(3H)-one ClC1=CC2=C(N=CN(C2=O)[C@H](CO)C)C(=N1)C=1C=NC=C(C1)F